N-(beta-hydroxy-ethyl)-p-phenylenediamine OCCNC1=CC=C(C=C1)N